N-(4-bromophenyl)-N-methylsulfonamide BrC1=CC=C(C=C1)N(S(=O)=O)C